4-((1S)-1-((2-(2,6-dioxopiperidin-3-yl)-1,3-dioxoisoindolin-4-yl)amino)ethyl)benzoic acid methyl ester COC(C1=CC=C(C=C1)[C@H](C)NC1=C2C(N(C(C2=CC=C1)=O)C1C(NC(CC1)=O)=O)=O)=O